CC1=C(C(CCC1)(C)C)/C=C/C(=C/C=C/C(=C/C(=O)[O-])/C)/C The molecule is a retinoate that is the conjugate base of all-trans-retinoic acid. It has a role as a human metabolite. It is a conjugate base of an all-trans-retinoic acid.